BrCC1(CC1)S(=O)(=O)C(C)(C)C 1-(bromomethyl)-1-(tert-butylsulfonyl)cyclopropane